FC(C(=O)O)(F)F.ClC1=C(C=C(C(=C1NC=1C(=C2C(N(C=NC2=CC1)C)=O)Cl)F)F)NS(=O)(=O)N1CCCC1 N-(2-chloro-3-((5-chloro-3-methyl-4-oxo-3,4-dihydroquinazolin-6-yl)amino)-4,5-difluorophenyl)pyrrolidine-1-sulfonamide trifluoroacetate